2'-bromo-4-[(3-chloro-5-fluoropyridin-2-yl)methoxy]-5',6-dimethyl-[1,4'-bipyridin]-2-one BrC1=NC=C(C(=C1)N1C(C=C(C=C1C)OCC1=NC=C(C=C1Cl)F)=O)C